FC(F)(F)C1OC(CC2=C1C(N1CC=3C(=NC=4C=CC=CC4C3)C1=C2)=O)=O (trifluoromethyl)-1,12-dihydro-14H-pyrano[3',4':6,7]indolizino[1,2-b]quinoline-3,14(4H)-dione